CN(C)P(=O)(O)OP(=O)O N,N-dimethylaminodiphosphonic acid